C1(CC(=O)OCCC(COC2=CC=C(C=C2)C(C)(C)C2=CC=C(C=C2)OCC(C)CCO1)C)=O O'-{[(propane-2,2-diylbis-4,1-phenylene)-dioxy] bis(propane-1,2-diyl)}-diethyl malonate